FC(C=1C=CC=2N(N1)C(=CN2)C2=NC=NC(=C2)C2CN(CC2)S(=O)(=O)C)F 6-(Difluoromethyl)-3-(6-(1-(methylsulfonyl)pyrrolidin-3-yl)pyrimidin-4-yl)imidazo[1,2-b]pyridazine